C(C)(C)(C)OC(C(CC)(NC)NC)=O 2,2-dimethylaminobutyric acid tert.-butylester